8-(2-chlorophenyl)-5-(methylamino)-2-(trifluoromethyl)pyrido[2,3-d]pyrimidin-7(8H)-one ClC1=C(C=CC=C1)N1C(C=C(C2=C1N=C(N=C2)C(F)(F)F)NC)=O